CS(=O)(=O)OCC1CC(CC1)(F)F (3,3-difluorocyclopentyl)-methyl methanesulfonate